N-(2-(2,2-dimethylpyrrolidin-1-yl)ethyl)-4-fluoro-3-((1-methyl-6-((1-methyl-1H-pyrazol-4-yl)amino)-1H-pyrazolo[3,4-d]pyrimidin-3-yl)amino)benzamide CC1(N(CCC1)CCNC(C1=CC(=C(C=C1)F)NC1=NN(C2=NC(=NC=C21)NC=2C=NN(C2)C)C)=O)C